NC1CCC2=C1C=C(C=1C=C(N=NC21)Cl)S(=O)(=O)NCC(C)(C)F 7-amino-3-chloro-N-(2-fluoro-2-methyl-propyl)-8,9-dihydro-7H-cyclopenta[h]cinnoline-5-sulfonamide